((E)-2-((2R,3S,4R,5R)-5-(3-benzoyl-2,4-dioxo-3,4-dihydropyrimidin-1(2H)-yl)-3-hydroxy-4-(methoxymethyl)tetrahydrofuran-2-yl)vinyl)phosphonic acid C(C1=CC=CC=C1)(=O)N1C(N(C=CC1=O)[C@H]1[C@@H]([C@@H]([C@H](O1)/C=C/P(O)(O)=O)O)COC)=O